CC(=CCC/C(=C/CC/C(=C/CCC1=CCC2=C(C=CC(=C2)C(=O)O)OC1)/C)/C)C The molecule is an organic heterobicyclic compound that is 2,5-dihydro-1-benzoxepine-7-carboxylic acid substituted by a (3E,7E)-4,8,12-trimethyltrideca-3,7,11-trien-1-yl group at position 3. It is isolated from the Fijian red alga Callophycus serratus and exhibits antibacterial, antimalarial and anticancer activities. It has a role as a metabolite, an antibacterial agent, an antimalarial and an antineoplastic agent. It is a member of benzoic acids, a cyclic ether, a diterpenoid and an organic heterobicyclic compound.